BrC1=CC(=C(C=C1F)CC(=O)NC1=C(C=C(C(=O)OC)C=C1NC[C@H]1OCC1)OC)F methyl (S)-4-(2-(4-bromo-2,5-difluorophenyl)acetamido)-3-methoxy-5-((oxetan-2-ylmethyl)amino)benzoate